Cl.C(C(C)C)(=O)ON=NOC(C(C)C)=O azo diisobutyrate hydrochloride